(E)-2-chloromethyl-alpha-methoxyiminophenylacetic acid methyl ester COC(/C(=N/OC)/C1=C(C=CC=C1)CCl)=O